5-acetyl-1-(4-methoxyphenyl)-3-methyl-1H-pyrazole-4-carboxylic acid C(C)(=O)C1=C(C(=NN1C1=CC=C(C=C1)OC)C)C(=O)O